OC=1C=CC=2C3(C4=CC=C(C=C4OC2C1)O)C1=CC=CC=C1C=1C=CC=CC13 3',6'-dihydroxyspiro(fluorene-9,9-xanthene)